C1(CC1)C=1C=NN(C1CO[C@H]1[C@@H]2CN([C@H](C1)C2)C=2C=NC(=NC2)C(=O)O)C2=C(C=CC=C2Cl)Cl 5-[(1S,4S,5R)-5-[[4-cyclopropyl-1-(2,6-dichlorophenyl)-1H-pyrazol-5-yl]methoxy]-2-azabicyclo[2.2.1]heptan-2-yl]pyrimidine-2-carboxylic acid